C[Sb](C)C trimethylantimony(III)